ClC1=CC=C(C=C1)[C@@H]1COC2=C(O1)C=CC=C2C2CCN(CC2)CC2=NC1=C(N2C[C@H]2OCC2)C=C(C=C1F)C(=O)O 2-({4-[(2R)-2-(4-chlorophenyl)-2,3-dihydro-1,4-benzodioxin-5-yl]piperidin-1-yl}methyl)-4-fluoro-1-{[(2S)-oxetan-2-yl]methyl}-1H-1,3-benzodiazole-6-carboxylic acid